4-phenyl-1H-pyrazole C1(=CC=CC=C1)C=1C=NNC1